C(C)N1C[C@H]([C@H](CC1)NC1=C2C=C(N(C2=CC=C1)CC(F)(F)F)C#CCNC1=C(C=C(C(=O)NC)C=C1)OC)F 4-[3-[4-[[(3R,4S)-1-ethyl-3-fluoro-4-piperidyl]amino]-1-(2,2,2-trifluoroethyl)indol-2-yl]prop-2-ynylamino]-3-methoxy-N-methyl-benzamide